C(N=C=O)N=C=O Methylene Diisocyanate